FC(C(C(F)(F)F)(O)C1=CC=C(C=C1)C1=CC=C(C=C1)CN1C(CN(CC1)CC1=CC=NC=C1)CC(=O)OCCOCC)(F)F 2-ethoxyethyl 2-(1-((4'-(1,1,1,3,3,3-hexafluoro-2-hydroxypropan-2-yl)-[1,1'-biphenyl]-4-yl)methyl)-4-(pyridin-4-ylmethyl)piperazin-2-yl)acetate